meta-benzenedicarbaldehyde C1(=CC(=CC=C1)C=O)C=O